BrC1=NN2C(N=C(C=C2NCC2(CCN(CC2)C(=O)NC)C2=CC=CC=C2)Cl)=C1 4-(((2-Bromo-5-chloropyrazolo[1,5-a]pyrimidin-7-yl)amino)methyl)-N-methyl-4-phenylpiperidine-1-carboxamide